C12CNCC(CC1)N2C2(C(C=C(C=C2)C2=NC(=NC=C2)NC2CC1(CS(C1)(=O)=O)C2)C=2C(=C(C(=CC2)F)S(=O)(=O)N)F)F 3-(2-(3,8-diazabicyclo[3.2.1]oct-8-yl)-5-(2-((2,2-dioxo-2-thiaspiro-[3.3]hept-6-yl)amino)pyrimidin-4-yl)-2-fluorophenyl)-2,6-difluorobenzenesulfonamide